4-(((trans)-4-(4-(dimethylcarbamoyl)phenyl)cyclohexyl)oxy)-1H-1,2,3-triazole-5-carboxylic acid CN(C(=O)C1=CC=C(C=C1)[C@@H]1CC[C@H](CC1)OC=1N=NNC1C(=O)O)C